tert-Butyl (1S,4S)-5-(4-((3-chloro-2-fluoro-4-(oxetan-3-yloxy)phenyl)amino)pyrido[3,2-d]pyrimidin-6-yl)-2,5-diazabicyclo[2.2.1]heptane-2-carboxylate ClC=1C(=C(C=CC1OC1COC1)NC=1C2=C(N=CN1)C=CC(=N2)N2[C@@H]1CN([C@H](C2)C1)C(=O)OC(C)(C)C)F